Tert-butyl-3-((2-(methoxycarbonyl)-6-methylpyridin-4-yl)ethynyl)-8-azabicyclo[3.2.1]octane-8-carboxylate C(C)(C)(C)OC(=O)N1C2CC(CC1CC2)C#CC2=CC(=NC(=C2)C)C(=O)OC